ClC1=CC=C(C=C1)C1(CC(C1)F)C#N 1-(4-chlorophenyl)-3-fluoro-cyclobutanecarbonitrile